ClC1=NC=C(C(=C1)C1=C(C=NC(=C1)C)C(=O)NC=1SC(=NN1)OC[C@H]1OC[C@H](OC1)CO)OC |o1:24,27| rel-2'-chloro-N-(5-(((2s,5r)-5-(hydroxymethyl)-1,4-dioxan-2-yl)methoxy)-1,3,4-thiadiazol-2-yl)-5'-methoxy-6-methyl-(4,4'-bipyridyl)-3-carboxamide